O=C1N(C(C2=CC=CC=C12)=O)OC([C@@H](NC(C)=O)CC1=CC=CC=C1)=O acetyl-L-phenylalanine 1,3-dioxoisoindolin-2-yl ester